FC1(CNC1)COC=1C(=CC(=NC1)C#CC)C1=CC=2N(C=C1)N=C(C2)NC(=O)C2CC2 N-[5-[5-[(3-fluoroazetidin-3-yl)methoxy]-2-prop-1-ynyl-4-pyridyl]pyrazolo[1,5-a]pyridin-2-yl]cyclopropanecarboxamide